nonoxymethyl ether C(CCCCCCCC)OCOCOCCCCCCCCC